(1R,8S)-6-(3-hydroxy-1-naphthalenyl)-4-(2-(2-propenoyl)-2,6-diazaspiro[3.4]octan-6-yl)-3-azatricyclo[6.2.1.02,7]undeca-2,4,6-triene-5-carbonitrile OC=1C=C(C2=CC=CC=C2C1)C=1C(=C(N=C2[C@@H]3CC[C@H](C12)C3)N3CC1(CN(C1)C(C=C)=O)CC3)C#N